CC1=CC=C(C=C1)S(=O)(=O)N[C@H]([C@@H](N)C1=CC=CC=C1)C1=CC=CC=C1 (1S,2S)-(+)-N-p-toluenesulfonyl-1,2-diphenylethylenediamine